FC(C1=CC(=NC(=N1)S(=O)(=O)C)C=1C=CC(N(C1)CC1=CC(=C(C=C1)OC)F)=O)F 5-(6-(difluoromethyl)-2-(methylsulfonyl)pyrimidin-4-yl)-1-(3-fluoro-4-methoxybenzyl)pyridin-2(1H)-one